3-(4-(2-(2-((3-(1-((3S,6S,9aS)-6-amino-5-oxooctahydro-1H-pyrrolo[1,2-a]azepine-3-carbonyl)azetidin-3-yl)pyridin-4-yl)oxy)ethoxy)ethoxy)phenyl)piperidine-2,6-dione N[C@H]1CCC[C@@H]2N(C1=O)[C@@H](CC2)C(=O)N2CC(C2)C=2C=NC=CC2OCCOCCOC2=CC=C(C=C2)C2C(NC(CC2)=O)=O